NC1=C2N=CN(C2=NC(=N1)F)[C@H]1C[C@@H]([C@@](O1)(C#C)CO[P@@](=O)(OC1=CC=CC=C1)N[C@@H](C)C(=O)OC(CCCCCCCCC)CCCCCCCCC)O Nonadecan-10-yl ((R)-(((2R,3S,5R)-5-(6-amino-2-fluoro-9H-purin-9-yl)-2-ethynyl-3-hydroxytetrahydrofuran-2-yl) methoxy)(phenoxy)phosphoryl)-L-alaninate